ethyl 3-((7-isopropyl-4-oxo-5-(2-oxo-2-(pyridazin-4-ylamino)ethyl)-4,5-dihydropyrazolo[1,5-d][1,2,4]triazin-2-yl)methyl)cyclobutane-1-carboxylate C(C)(C)C1=NN(C(C=2N1N=C(C2)CC2CC(C2)C(=O)OCC)=O)CC(NC2=CN=NC=C2)=O